C(C=C)(=O)N1C[C@@H](CC[C@@H]1C)NC=1C2=C(N=CN1)N(C=C2)C(=O)OC methyl 4-(((3R,6S)-1-acryloyl-6-methylpiperidin-3-yl)amino)-7H-pyrrolo[2,3-d]pyrimidine-7-carboxylate